(3S,4R)-4-amino-piperidine-1,3-dicarboxylic acid 1-tert-butyl ester 3-ethyl ester C(C)OC(=O)[C@H]1CN(CC[C@H]1N)C(=O)OC(C)(C)C